BrC1C(CCC(C1)(C)C)=O 2-bromo-4,4-dimethylcyclohexan-1-one